C(C1=CC=CC=C1)OCC1CC2(C1)NC(NC(C2)=O)=O 2-((benzyloxy)methyl)-5,7-diazaspiro[3.5]nonane-6,8-dione